2,4-Dihydroxybenzenepentanone OC1=C(C=CC(=C1)O)CCCC(C)=O